(R)-2-(4-(2-(4-(3-(6-cyano-5-(trifluoromethyl)pyridin-3-yl)-5,5-dimethyl-4-oxo-2-thioxoimidazolidin-1-yl)-2-ethylphenoxy)ethyl)piperidin-1-yl)propionic acid methyl ester COC([C@@H](C)N1CCC(CC1)CCOC1=C(C=C(C=C1)N1C(N(C(C1(C)C)=O)C=1C=NC(=C(C1)C(F)(F)F)C#N)=S)CC)=O